CN1CCN(CC1)CC1=CC(=NC=C1)NC=1SC2=C(N1)C=CC(=C2)C=2C=NC=NC2 N-(4-((4-methylpiperazin-1-yl)methyl)pyridin-2-yl)-6-(pyrimidin-5-yl)benzo[d]thiazol-2-amine